2-(methoxymethyl)-3-methylpyrazolo[1,5-a]pyrazin-4(5H)-one COCC1=NN2C(C(NC=C2)=O)=C1C